ClC1=CC=C(C(=O)NC2[C@H]3CC(C[C@@H]23)(O)C2=C3C=NNC3=CC(=C2)Cl)C=C1 4-chloro-N-((1r,3r,5s,6r)-3-(6-chloro-1H-indazol-4-yl)-3-hydroxybicyclo[3.1.0]hexane-6-yl)benzamide